BrC=1C(=NC(=NC1)NC1=CC(=C(C(=C1)OC)OC)OC)NC1=C(C=CC=C1)CO (2-((5-bromo-2-((3,4,5-trimethoxyphenyl)amino)pyrimidin-4-yl)amino)phenyl)methanol